(E)-3-((3-((E)-4-(((2s,6r)-2,6-dimethylmorpholino)methyl)styryl)-1H-indazol-6-yl)methylene)-5-phenylpyrazin-2-one trifluoroacetate salt FC(C(=O)O)(F)F.C[C@@H]1O[C@@H](CN(C1)CC1=CC=C(/C=C/C2=NNC3=CC(=CC=C23)\C=C\2/C(N=CC(=N2)C2=CC=CC=C2)=O)C=C1)C